NC=1C(=CC(=NC1)Cl)N1C(COCC1)CCO 2-(4-(5-amino-2-chloropyridin-4-yl)morpholin-3-yl)ethan-1-ol